CC1=NC(=CC(=N1)NC1=CC(=C(N=N1)C(=O)NOCC)NC1=C(C(=CC(=C1)F)C1=NC=C(C=N1)C)OC)C 6-((2,6-dimethyl-pyrimidin-4-yl)amino)-N-ethoxy-4-((5-fluoro-2-methoxy-3-(5-methyl-pyrimidin-2-yl)phenyl)amino)pyridazine-3-carboxamide